N-(trans-4-((4-methoxy-5-(quinoxalin-6-yl)pyrrolo[2,1-f][1,2,4]triazin-2-yl)amino)cyclohexyl)acetamide COC1=NC(=NN2C1=C(C=C2)C=2C=C1N=CC=NC1=CC2)N[C@@H]2CC[C@H](CC2)NC(C)=O